ClC=1C=C2C=CC(=CC2=CC1)C=CC1=C(C(=O)NCC(=O)N2C(CC(C2)(F)F)(N2CCCCC2)C#N)C=CN=C1 3-(2-(6-chloronaphthalen-2-yl)vinyl)-N-(2-(2-cyano-4,4-difluoro-2-(piperidin-1-yl)pyrrolidin-1-yl)-2-oxoethyl)isonicotinamide